ClC1=CC=C(S1)CNC1=CC(=NN1C(C(C)(C)C)=O)C1CC2CCC(C1)N2C(=O)N2CCOCC2 1-(5-{[(5-chlorothiophen-2-yl)methyl]amino}-3-[8-(morpholine-4-carbonyl)-8-azabicyclo[3.2.1]octan-3-yl]-1H-pyrazol-1-yl)-2,2-dimethylpropan-1-one